C(C)OC(=O)C1=NN2C([C@@H](N=C(C3=C2C=CC(=C3Cl)Cl)C3=C(C=CC=C3F)F)C)=N1 (4S)-7,8-dichloro-6-(2,6-difluorophenyl)-4-methyl-4H-[1,2,4]triazolo[1,5-a][1,4]benzodiazepine-2-Formic acid ethyl ester